1,4,4-trimethyl-4,9-dihydro-1H-pyrrolo[2,3-b]quinoline CN1C=CC2=C1NC1=CC=CC=C1C2(C)C